C(C)(C)(C)OC(=O)N1C[C@@H](N(C[C@H]1CC)C1=NC(N(C=2N1N=C(C2)C(=O)OCC)C)=O)CC ethyl 4-((2S,5R)-4-(tert-butoxycarbonyl)-2,5-diethylpiperazin-1-yl)-1-methyl-2-oxo-1,2-dihydropyrazolo[1,5-a][1,3,5]triazine-7-carboxylate